FC(COC(C(=O)Cl)=O)(F)F.C1(CCCC1)C1N(CCCC1)C(C(=O)OCC(F)(F)F)=O 2,2,2-trifluoroethyl 2-(2-cyclopentylpiperidin-1-yl)-2-oxoacetate 2,2,2-Trifluoroethyl-2-chloro-2-oxo-acetate